ClC1=C(C(=CC=C1)Cl)C1CC(=NO1)C=1N=C(SC1)C1CCN(CC1)C(COC1=NC=NC=C1OC)=O 1-(4-(4-(5-(2,6-dichlorophenyl)-4,5-dihydroisoxazol-3-yl)thiazol-2-yl)piperidin-1-yl)-2-((5-methoxypyrimidin-4-yl)oxy)ethan-1-one